CC=1NC=CC1C 2,3-dimethyl-1H-pyrrole